C(C)(C)(C)OC(NC(CCC=C)CF)=O [1-(fluoromethyl)pent-4-enyl]carbamic acid tert-butyl ester